CC1(NC(CC(C1)NC=1SC2=C(C=NC=C2)N1)(C)C)C 2-[(2,2,6,6-tetramethylpiperidin-4-yl)amino][1,3]thiazolo[4,5-c]pyridin